3-[2-amino-5-(2-methoxy-6-methyl-4-pyridinyl)thiazol-4-yl]benzonitrile NC=1SC(=C(N1)C=1C=C(C#N)C=CC1)C1=CC(=NC(=C1)C)OC